Phosphonoamidate P([O-])(=O)N